N-(4-fluorophenyl)-[1,1'-biphenyl]-4-amine FC1=CC=C(C=C1)NC1=CC=C(C=C1)C1=CC=CC=C1